COC(=O)C=1SC(=C(C1)N)Br 4-amino-5-bromothiophene-2-carboxylic acid methyl ester